6-((5-amino-2-((1,2,3,4-tetrahydroisoquinolin-6-yl)amino)pyrimidin-4-yl)amino)-3,3-dimethylisobenzofuran-1(3H)-one NC=1C(=NC(=NC1)NC=1C=C2CCNCC2=CC1)NC1=CC=C2C(OC(C2=C1)=O)(C)C